5-chloro-N-(2,4-difluoro-3-((2-(isopropylamino)pyrimidin-5-yl)ethynyl)phenyl)-2-methylpyridine-3-sulfonamide ClC=1C=C(C(=NC1)C)S(=O)(=O)NC1=C(C(=C(C=C1)F)C#CC=1C=NC(=NC1)NC(C)C)F